(R)-2-((1-(2-(4,4-dimethylpiperidin-1-yl)-6-methyl-4-oxo-4H-pyrano[2,3-c]pyridin-8-yl)ethyl)amino)benzoic acid CC1(CCN(CC1)C1=CC(C=2C(=C(N=C(C2)C)[C@@H](C)NC2=C(C(=O)O)C=CC=C2)O1)=O)C